tert-butyl 4-{4-[4-(3-amino-2-fluorophenyl)-5-(2-chloropyrimidin-4-yl)-1,3-thiazol-2-yl]phenyl}piperazine-1-carboxylate NC=1C(=C(C=CC1)C=1N=C(SC1C1=NC(=NC=C1)Cl)C1=CC=C(C=C1)N1CCN(CC1)C(=O)OC(C)(C)C)F